The molecule is a 2-oxo monocarboxylic acid. It derives from a phytanic acid. It is a conjugate acid of a 2-oxophytanate. CC(C)CCCC(C)CCCC(C)CCCC(C)C(=O)C(=O)O